(E)-2,4,7-trimethyl-4-(naphthalen-2-yl)oct-2,6-dienal C/C(/C=O)=C\C(CC=C(C)C)(C1=CC2=CC=CC=C2C=C1)C